C1(=CC=C(C=C1)N1C(C=CC1=O)=O)N1C(C=CC1=O)=O N,N'-(1,4-phenylene)bismaleimide